NCC1(CC1)COC1=NC=CC(=C1C1=CC(=NN1)NC=1N=CC(=NC1)C#N)OC 5-{[5-(2-{[1-(Aminomethyl)cyclopropyl]methoxy}-4-methoxypyridin-3-yl)-1H-pyrazol-3-yl]amino}pyrazine-2-carbonitrile